IC=1C(=C(C=C(C1)C)S(=O)(=O)N(CC1=NC2=C(C(N(C=C2)C)=O)N1)C)NS(=O)(=O)C1=CC=C(C=C1)C 3-iodo-N,5-dimethyl-N-((5-methyl-4-oxo-4,5-dihydro-3H-imidazo[4,5-c]pyridin-2-yl)methyl)-2-((4-methylphenyl)sulfonamido)benzenesulfonamide